(E)-N-[2-(3-bromothien-2-yl)ethyl]-3-(7-methoxy-1H-indol-3-yl)prop-2-enamide BrC1=C(SC=C1)CCNC(\C=C\C1=CNC2=C(C=CC=C12)OC)=O